3-(dispiro[2.0.2.1]heptane-7-ylmethoxy)-1H-pyrazole-1-carboxylic acid tert-butyl ester C(C)(C)(C)OC(=O)N1N=C(C=C1)OCC1C2(C13CC3)CC2